NC=1C=2N(C(=C(N1)C1=C(C#N)C=CC=C1)C1=NC=NC=C1)N=C(N2)CC2=C(C=CC=C2C2=CC=NN2C)F (8-amino-2-(2-fluoro-6-(1-methyl-1H-pyrazol-5-yl)benzyl)-5-(pyrimidin-4-yl)-[1,2,4]triazolo[1,5-a]pyrazin-6-yl)benzonitrile